O[C@H]1[C@@H](CCC2=C1N=C(S2)C(=O)NC)[C@H]2N1C(C3=CC=CC=C23)=CN=C1 (4S,5S)-4-Hydroxy-5-((R)-5H-imidazo[5,1-a]isoindol-5-yl)-N-methyl-4,5,6,7-tetrahydrobenzo[d]thiazol-2-carboxamid